Ethyl 3-((4-(3-(dimethylamino)phenyl)thiazol-2-yl)amino)-3-oxopropanoate CN(C=1C=C(C=CC1)C=1N=C(SC1)NC(CC(=O)OCC)=O)C